1-Acetyl-3-aminoazetidine hydrochloride Cl.C(C)(=O)N1CC(C1)N